1-(5-(3-(2,6-dichloro-3,5-dimethoxyphenyl)-1-ethyl-2-oxo-1,2-dihydro-1,6-naphthyridin-7-yl)pyridin-2-yl)cyclobutane-1-carbonitrile ClC1=C(C(=C(C=C1OC)OC)Cl)C=1C(N(C2=CC(=NC=C2C1)C=1C=CC(=NC1)C1(CCC1)C#N)CC)=O